(4S,5R)-4-amino-5-([4-[3-([5-[1-(2,6-dioxopiperidin-3-yl)-3-methyl-2-oxo-1,3-benzodiazol-5-yl]pentyl]oxy)propyl]phenyl]meth-oxy)hexanamide hydrochloride Cl.N[C@@H](CCC(=O)N)[C@@H](C)OCC1=CC=C(C=C1)CCCOCCCCCC1=CC2=C(N(C(N2C)=O)C2C(NC(CC2)=O)=O)C=C1